FC1(C(C2=C(C=CC(=C12)OC1=CC(=C(C(=C1)C)C(F)(F)F)F)C(F)(F)F)O)F 8,8-difluoro-2-(3-fluoro-5-methyl-4-trifluoromethylphenoxy)-5-trifluoromethylbicyclo[4.2.0]octa-1,3,5-trien-7-ol